7-((5-(3-((dimethylamino)-methyl)-3-hydroxypiperidin-1-yl)pyridin-2-yl)amino)-4-(7-fluoroimidazo[1,2-a]pyridin-3-yl)isoindolin-1-one CN(C)CC1(CN(CCC1)C=1C=CC(=NC1)NC=1C=CC(=C2CNC(C12)=O)C1=CN=C2N1C=CC(=C2)F)O